N-(5,6-dimethoxybenzothiazol-2-yl)-2-(2-chlorophenoxy)-2-[4-(ethylsulfonyl)phenyl]acetamide COC=1C(=CC2=C(N=C(S2)NC(C(C2=CC=C(C=C2)S(=O)(=O)CC)OC2=C(C=CC=C2)Cl)=O)C1)OC